C(C)(C)(C)N(C(O)=O)CC1CCN(CC1)C1=CC=NC=2N(C(C=CC12)=O)C.CC(C(=O)C=1N(C=CN1)COCC[Si](C)(C)C)C 2-methyl-1-(1-((2-(trimethylsilyl)ethoxy)methyl)-1H-imidazol-2-yl)propan-1-one tert-butyl-((1-(8-methyl-7-oxo-7,8-dihydro-1,8-naphthyridin-4-yl)piperidin-4-yl)methyl)carbamate